ClC=1C=C2CCC[C@]3(COC4=CC=C5[C@@](CC(N(CC/C=C/CCCN(C3)C4=C5)C)=O)(C(=O)O)O)C2=CC1 (1S,5'E,12'S)-6-CHLORO-12'-HYDROXY-9'-METHYL-10'-OXO-3,4-DIHYDRO-2H-SPIRO[NAPHTHALENE-1,19'-[17]OXA[1,9]DIAZATRICYCLO[11.7.2.016,21]DOCOSA[5,13,15,21]TETRAENE]-12'-CARBOXYLIC ACID